BrC1=C(C(=C(NC(C(=O)OC)C(C)C)C=C1)[N+](=O)[O-])F methyl 2-(4-bromo-3-fluoro-2-nitro-anilino)-3-methyl-butyrate